C(C)C1=NC(=NO1)C1=CC2=C([C@@H](CO2)NC(=O)C=2C=NN(C2)C)C=C1 (S)-N-(6-(5-ethyl-1,2,4-oxadiazol-3-yl)-2,3-dihydrobenzofuran-3-yl)-1-methyl-1H-pyrazole-4-carboxamide